3-oxo-2,7,10,13,16,19,22-heptaoxa-4-azapentacosan-25-oic acid perfluorophenyl ester FC1=C(C(=C(C(=C1F)F)F)F)OC(CCOCCOCCOCCOCCOCCOCCNC(OC)=O)=O